butyl (R)-2-[4-(4-cyano-2-fluorophenoxy)phenoxy]propionate C(#N)C1=CC(=C(OC2=CC=C(O[C@@H](C(=O)OCCCC)C)C=C2)C=C1)F